(Z)-3-fluoro-N'-((4-(3-hydroxyoxetan-3-yl)benzoyl)oxy)-4-(trifluoromethyl)benzamidine FC=1C=C(/C(=N/OC(C2=CC=C(C=C2)C2(COC2)O)=O)/N)C=CC1C(F)(F)F